2-(2,6-dioxopiperidin-3-yl)-4-{[(1r,3r)-3-aminocyclobutyl]amino}-2,3-dihydro-1H-isoindole-1,3-dione O=C1NC(CCC1N1C(C2=CC=CC(=C2C1=O)NC1CC(C1)N)=O)=O